FC(OC[C@@H](C1=CC=C(C=C1)S(=O)(=O)CC)N)F (R)-2-(difluoromethoxy)-1-(4-(ethylsulfonyl)phenyl)ethylamine